ClC=1C=C(C(=NC1)F)[C@@H](C)N(C(=O)OCCCO[Si](C)(C)C)C1=C(N=NN1C)C1=NC=C(C=C1)NC(C)=O 3-((trimethylsilyl)oxy)propan-1-ol (R)-1-(5-chloro-2-fluoropyridin-3-yl)ethyl-(4-(5-acetamidopyridin-2-yl)-1-methyl-1H-1,2,3-triazol-5-yl)carbamate